FC1=CC=C(C=C1)[C@@H](C)NC1CCCC=2C3=CC(=CC=C3NC12)C=1C=C2CNCC2=CC1 5-(1-(((R)-1-(4-fluorophenyl)ethyl)amino)-2,3,4,9-tetrahydro-1H-carbazol-6-yl)isoindolin